FC1=CC=C(C=C1)C1=C(NC=C1)C(=O)ON1N=NC2=C1C=CC=C2 benzotriazol-1-yl 3-(4-fluorophenyl)-1H-pyrrole-2-carboxylate